diazepanyl-spermine N1(NCCCCC1)NCCCNCCCCNCCCN